N1=C(C=CC=C1)C1=NC=CC=C1.[Eu+3] europium (III) bipyridine